1,3,5-tri(4-amino-2-trifluoromethylphenoxy)benzene NC1=CC(=C(OC2=CC(=CC(=C2)OC2=C(C=C(C=C2)N)C(F)(F)F)OC2=C(C=C(C=C2)N)C(F)(F)F)C=C1)C(F)(F)F